2-(3,3-dimethylmorpholino)-N-(2-(trifluoromethyl)benzyl)pyrido[2,3-d]pyrimidin CC1(COCCN1C1N=CC2=C(N1CC1=C(C=CC=C1)C(F)(F)F)N=CC=C2)C